5-((4-(ethoxymethyl)-4-phenethylpiperidin-1-yl)methyl)-1H-benzo[d]imidazole C(C)OCC1(CCN(CC1)CC1=CC2=C(NC=N2)C=C1)CCC1=CC=CC=C1